4-(3-(4-ethoxy-3-(5-methyl-4-oxo-7-propyl-3,4-dihydroimidazo[5,1-f][1,2,4]triazin-2-yl)phenyl)-4,4-dimethyl-5-oxo-2-thioxoimidazolidin-1-yl)-3-fluoro-2-(trifluoromethyl)benzonitrile C(C)OC1=C(C=C(C=C1)N1C(N(C(C1(C)C)=O)C1=C(C(=C(C#N)C=C1)C(F)(F)F)F)=S)C1=NN2C(C(N1)=O)=C(N=C2CCC)C